(4-nitrophenyl)-4,7-diazaspiro[2.5]octane trifluoroacetate salt FC(C(=O)O)(F)F.[N+](=O)([O-])C1=CC=C(C=C1)C1CC12NCCNC2